C(C)(C)(C)OC(=O)NCCCOC1=CC=C(C=C1)NC1=NN2C(C=N1)=CC=C2C2=CC(=C(OCCCCCCC(=O)OC)C=C2)F Methyl 7-(4-(2-((4-(3-((tert-butoxycarbonyl)amino)propoxy)phenyl)amino)pyrrolo[2,1-f][1,2,4]triazin-7-yl)-2-fluorophenoxy)heptanoate